2-(5-Chloro-2-thienyl)ethanol ALUMINIUM-COPPER-LITHIUM [Li].[Cu].[Al].ClC1=CC=C(S1)CCO